FC1=CC=2N(C=C1)C(=CN2)C2=C1CNC(C1=C(C=C2)NC2=NC=C(C=C2)N2[C@H]1[C@@H](OCC2)CNC1)=O 4-(7-fluoro-imidazo[1,2-a]pyridin-3-yl)-7-((5-((4aR,7aS)-hexahydro-pyrrolo[3,4-b][1,4]oxazin-4(4aH)-yl)pyridin-2-yl)amino)isoindolin-1-one